2-(1-(2-(aminomethyl)phenyl)-1H-imidazol-2-yl)propan-2-ol NCC1=C(C=CC=C1)N1C(=NC=C1)C(C)(C)O